L-3-amino-1,2-propanediol NC[C@@H](CO)O